OC1=CC=C(C=C1)C(C1=CC=CC=C1)(C1=CC=CC=C1)C1=CC=C(C=C1)O bis-(4-hydroxyphenyl)-diphenyl-methane